N-[[4-(4-methylpiperazin-1-yl)phenyl]methyl]-1,2-oxazole-5-carboxamide CN1CCN(CC1)C1=CC=C(C=C1)CNC(=O)C1=CC=NO1